CC1=C(OCC2=C(C(=O)O)C=CC=C2)C=CC=C1 2-[(2-methylphenoxy)methyl]benzoic acid